ClC=1C=CC(=C(C1)C1=CC(=C(N=N1)SCCO)NC1=CC(=NC=C1)NC(=O)C1CC(C1)N1CCN(C2(CC2)C1)C)F N-(4-{[6-(5-chloro-2-fluorophenyl)-3-[(2-hydroxy-ethyl)sulfanyl]pyridazin-4-yl]-amino}pyridin-2-yl)-3-{4-methyl-4,7-diazaspiro[2.5]-octan-7-yl}cyclobutane-1-carboxamide